CN(C=1C=C(C=CC1)\C=C(/C)\C1OC(CC(CCC(C(C=CC1C)OC(=O)N1CCNCC1)C)O)=O)C 2-((E)-1-(3-(dimethylamino) phenyl) prop-1-en-2-yl)-10-hydroxy-3,7-dimethyl-12-oxooxacyclododec-4-en-6-ylpiperazine-1-carboxylate